2,4-dimethyl-cyclohex-3-ene-1-carbaldehyde CC1C(CCC(=C1)C)C=O